1-(4-Fluoro-3-(trifluoromethyl)phenyl)-3-(4-methyl-5-(2-(methylamino)-pyrimidin-4-yl)thiazol-2-yl)urea FC1=C(C=C(C=C1)NC(=O)NC=1SC(=C(N1)C)C1=NC(=NC=C1)NC)C(F)(F)F